cerium cyclopentadienide [CH-]1C=CC=C1.[Ce+3].[CH-]1C=CC=C1.[CH-]1C=CC=C1